ClC1=C(C=CC=C1F)[Mg]Br (2-chloro-3-fluorophenyl)magnesium bromide